2-(2-(2-fluoro-5-(3-fluoroazetidine-1-carboxamido)phenyl)-2H-pyrazolo[3,4-b]Pyridin-5-yl)azetidine-1-carboxylic acid tert-butyl ester C(C)(C)(C)OC(=O)N1C(CC1)C1=CC=2C(N=C1)=NN(C2)C2=C(C=CC(=C2)NC(=O)N2CC(C2)F)F